BrC1=C(C=C(C(=C1)[N+](=O)[O-])Cl)C(F)(F)F 1-bromo-4-chloro-5-nitro-2-(trifluoromethyl)benzene